C[NH+](CC=1N(C=NC1[N+](=O)[O-])C)C dimethyl-[(3-methyl-5-nitroimidazol-4-yl)methyl]ammonium